COCCOC1=C(C=CC=C1)C=1C2=C(C(=NC1C1=CC(=CC=C1)CNC(C=C)=O)C=1C=C3CCN(CC3=CC1)C(=O)OC(C)(C)C)CCC2 tert-butyl 6-[4-[2-(2-methoxyethoxy)phenyl]-3-[3-[(prop-2-enoylamino)methyl]phenyl]-6,7-dihydro-5H-cyclopenta[c]pyridin-1-yl]-3,4-dihydro-1H-isoquinoline-2-carboxylate